N-[7-(1H-indol-6-yl)-4-methoxy-[1,3]thiazolo[4,5-c]pyridin-2-yl]-8-oxa-2-azaspiro[4.5]decane-2-carboxamide N1C=CC2=CC=C(C=C12)C=1C2=C(C(=NC1)OC)N=C(S2)NC(=O)N2CC1(CC2)CCOCC1